(3aR,5s,6aS)-5-((5-amino-1-(benzenesulfonyl)-1H-pyrrolo[2,3-b]pyridin-4-yl)amino)-N-(3-methoxy-1,2,4-thiadiazol-5-yl)hexahydrocyclopenta[c]pyrrole-2(1H)-carboxamide NC=1C(=C2C(=NC1)N(C=C2)S(=O)(=O)C2=CC=CC=C2)NC2C[C@@H]1[C@@H](CN(C1)C(=O)NC1=NC(=NS1)OC)C2